rac-4-((4bS,5R,6S,7aR)-4b,5-dihydroxy-4-methoxy-7-phenyl-6-(pyrrolidin-1-ylmethyl)-4b,5,6,7-tetrahydro-7aH-cyclopenta[4,5]furo[2,3-c]pyridin-7a-yl)benzonitrile O[C@@]12[C@@](OC=3C=NC=C(C31)OC)([C@H]([C@H]([C@H]2O)CN2CCCC2)C2=CC=CC=C2)C2=CC=C(C#N)C=C2 |&1:12|